COC=1C=C2C(=NC1)N(C(=N2)C)CC2=CC1=C(OC(CO1)C=1C=NC(=CC1)OC)C(=C2)OC 6-methoxy-3-((8-methoxy-2-(6-methoxypyridin-3-yl)-2,3-dihydrobenzo[b][1,4]dioxin-6-yl)methyl)-2-methyl-3H-imidazo[4,5-b]pyridine